(4-bromo-3-chloro-6-fluoro-1H-indazol-5-yl)(2-chloro-5-fluorophenyl)methanone BrC1=C2C(=NNC2=CC(=C1C(=O)C1=C(C=CC(=C1)F)Cl)F)Cl